(1R,4R)-4-(4-(((R)-1-(4-(2-chloro-6-((Methylamino)methyl)phenyl)thiophen-2-yl)ethyl)amino)-7-methoxy-2-methylquinazolin-6-yl)cyclohexane ClC1=C(C(=CC=C1)CNC)C=1C=C(SC1)[C@@H](C)NC1=NC(=NC2=CC(=C(C=C12)C1CCCCC1)OC)C